ClC1=NC=C(C(=C1)C1=NOC[C@H](N1)O)OC1=CC(=CC=C1)C(F)(F)F |r| rac-3-[2-chloro-5-[3-(trifluoromethyl)phenoxy]pyridin-4-yl]-5,6-dihydro-4H-1,2,4-oxadiazin-5-ol